6-{[(3S)-3-fluoropyrrolidin-1-yl]methyl}-2-(3-{3-[(4-methyl-4H-1,2,4-triazol-3-yl)methyl]oxetan-3-yl}phenyl)-4-(trifluoromethyl)-2,3-dihydro-1H-isoindol-1-one F[C@@H]1CN(CC1)CC1=CC(=C2CN(C(C2=C1)=O)C1=CC(=CC=C1)C1(COC1)CC1=NN=CN1C)C(F)(F)F